C(CCCCCCCC)N(C)CC(=O)O N-nonanyl-sarcosine